cis-Octadec-9-enoic acid C(CCCCCCC\C=C/CCCCCCCC)(=O)O